((2-((tert-butoxycarbonyl) amino) pyridin-4-yl) oxy)-1-cyclopropyl-1H-pyrazol-3-yl triflate O(S(=O)(=O)C(F)(F)F)C1=NN(C=C1OC1=CC(=NC=C1)NC(=O)OC(C)(C)C)C1CC1